α-aminopropyltrimethoxysilane NC(CC)[Si](OC)(OC)OC